COC1=C(C=CC(=C1)C=C)C1=C(N=C(N=N1)N[C@H]1CN(CCC1)C)C (R)-6-(2-methoxy-4-vinylphenyl)-5-methyl-N-(1-methylpiperidin-3-yl)-1,2,4-triazin-3-amine